BrC=1C(=NN(C1NC(=O)N[C@@H]1CN(C[C@H]1C1=CC=CC=C1)C=1C(=NC=CC1)OC)C1=CC=CC=C1)C=1C=NN(C1)C 1-(4-bromo-1'-methyl-1-phenyl-1h,1'h-[3,4'-bipyrazole]-5-yl)-3-((3s,4r)-1-(2-methoxypyridin-3-yl)-4-phenylpyrrolidin-3-yl)urea